ClC1=CC=C2C(=CNC2=C1)SCC1=NNC(=C1)C1=CC=C(C=C1)F 6-chloro-3-(((5-(4-fluorophenyl)-1H-pyrazol-3-yl)methyl)thio)-1H-indole